2,6-diethyl-4-methyl-(2,2,2-trichloroethyl)benzene C(C)C1=C(C(=CC(=C1)C)CC)CC(Cl)(Cl)Cl